COC=1C=C(C=CC1C)C1(CCCCC1)C(=O)N (3-methoxy-4-methylphenyl)cyclohexanecarboxamide